α-L-rhamnopyranosyl-(1-2)-α-L-rhamnopyranosyl-3-hydroxydecanoyl-3-hydroxydecanoic acid [C@@H]1([C@H](O)[C@H](O)[C@@H](O)[C@@H](O1)C)O[C@H]1[C@@H](O[C@H]([C@@H]([C@H]1O)O)C)C(C(=O)O)(C(CCCCCCC)O)C(CC(CCCCCCC)O)=O